CC=1C(=C2C=NNC2=CC1C)C=1C(=CC=2C3=C(C(=NC2C1F)N1CC(C1)(C)N(C)C)C=NN3[C@@H]3C[C@H](NCC3)CC#N)C ((2S,4S)-4-(7-(5,6-dimethyl-1H-indazol-4-yl)-4-(3-(dimethylamino)-3-methylazetidin-1-yl)-6-fluoro-8-methyl-1H-pyrazolo[4,3-c]quinolin-1-yl)piperidin-2-yl)acetonitrile